Isobutyl ((((1S,4R)-4-(2-amino-6-methoxy-9H-purin-9-yl)cyclopent-2-en-1-yl)methoxy)(4-bromophenoxy)phosphoryl)-L-alaninate NC1=NC(=C2N=CN(C2=N1)[C@H]1C=C[C@H](C1)COP(=O)(OC1=CC=C(C=C1)Br)N[C@@H](C)C(=O)OCC(C)C)OC